N-[6-(5-chloro-1,3-benzoxazol-2-yl)spiro[3.3]heptan-2-yl]-5-(isobutylsulfonimidoyl)furan-2-carboxamide ClC=1C=CC2=C(N=C(O2)C2CC3(CC(C3)NC(=O)C=3OC(=CC3)S(=O)(=N)CC(C)C)C2)C1